N-[4-(Chlorodifluoromethoxy)phenyl]-1-(1-methyl-1H-pyrazol-4-yl)-2-oxo-1,2-dihydro-[3,3'-bipyridine]-5-carboxamide ClC(OC1=CC=C(C=C1)NC(=O)C=1C=C(C(N(C1)C=1C=NN(C1)C)=O)C=1C=NC=CC1)(F)F